1,2-bisbromomethylbenzene BrCC1=C(C=CC=C1)CBr